(S,6R)-N-cyano-N'-((1,2,3,5,6,7-hexahydro-s-indacen-4-yl)carbamoyl)-6-methoxy-6,7-dihydro-5H-pyrazolo[5,1-b][1,3]oxazine-3-sulfonimidamide C(#N)N[S@@](=O)(=NC(NC1=C2CCCC2=CC=2CCCC12)=O)C=1C=NN2C1OC[C@@H](C2)OC